bis(1,2-bis(diphenylphosphino)ethane) palladium (II) [Pd+2].C1(=CC=CC=C1)P(CCP(C1=CC=CC=C1)C1=CC=CC=C1)C1=CC=CC=C1.C1(=CC=CC=C1)P(CCP(C1=CC=CC=C1)C1=CC=CC=C1)C1=CC=CC=C1